3-[3-(2-methoxy-1,1-dimethyl-2-oxo-ethyl)phenoxy]azetidine COC(C(C)(C)C=1C=C(OC2CNC2)C=CC1)=O